tert-butyl (1-(7-chlorofuro[3,2-b]pyridin-5-yl)ethyl)(ethyl)carbamate ClC1=C2C(=NC(=C1)C(C)N(C(OC(C)(C)C)=O)CC)C=CO2